N-((1r,4r)-4-formylcyclohexyl)acetamide C(=O)C1CCC(CC1)NC(C)=O